(1R,2S)-2-(4-(trifluoromethyl)phenyl)cyclopropane-1-carboxylic acid FC(C1=CC=C(C=C1)[C@@H]1[C@@H](C1)C(=O)O)(F)F